N1,N6-bis[2-(2-methyl-1H-imidazol-1-yl)ethyl]-hexanediamide CC=1N(C=CN1)CCNC(CCCCC(=O)NCCN1C(=NC=C1)C)=O